tert-butyl (2R,5S)-4-(3-bromo-1-tosyl-1H-pyrrolo[3,2-c]pyridin-4-yl)-2,5-dimethylpiperazine-1-carboxylate BrC1=CN(C2=C1C(=NC=C2)N2C[C@H](N(C[C@@H]2C)C(=O)OC(C)(C)C)C)S(=O)(=O)C2=CC=C(C)C=C2